Tert-butyl 1-oxooctahydroisoquinoline-2(1H)-carboxylate O=C1N(CCC2CCCCC12)C(=O)OC(C)(C)C